COC1=C(CN2CC=3C(=NC=C(C3C2=O)NC2=NC=C(C=C2)N2CCN(CC2)C)C#CC2=CC=CC=C2)C=CC(=C1)OC 2-(2,4-Dimethoxybenzyl)-7-((5-(4-methylpiperazin-1-yl)pyridin-2-yl)amino)-4-(phenylethynyl)-2,3-dihydro-1H-pyrrolo[3,4-c]pyridin-1-one